O[SiH2][SiH2]O hydroxysilyl-(silanol)